4,4'-dimethyl-azobenzene CC1=CC=C(C=C1)N=NC1=CC=C(C=C1)C